C(CCCCC)C1=CC=C(C=C1)N(C1=CC=C(C=C1)C1=CC2=C(C=3C=CC(OC3C=C2)(C2=CC=CC=C2)C2=CC=C(C=C2)C2=CC=C(C=C2)\C=C(/C(=O)[O-])\C#N)C=C1)C1=CC=C(C=C1)CCCCCC (Z)-3-(4'-(8-(4-(bis(4-hexylphenyl) amino) phenyl)-3-phenyl-3H-benzo[f]chromen-3-yl)-[1,1'-biphenyl]-4-yl)-2-cyanoacrylate